4-[(6-chloropyrazolo[3,4-d]pyrimidin-1-yl)methyl]-1H-pyridin-2-one ClC1=NC=C2C(=N1)N(N=C2)CC2=CC(NC=C2)=O